C(C)(C)(C)OC(=O)N(C=1C=C(C(=C2C=3C(NC12)=[N+](C=C(C3)Cl)[O-])OC)F)C 8-((tert-butoxycarbonyl)(methyl)amino)-3-chloro-6-fluoro-5-methoxy-9H-pyrido[2,3-b]Indole 1-oxide